C12N(CC(NC1)CC2)C=2C=C1C(N(C(C1=CC2)=O)N2C(NC(CC2)=O)=O)=O 5-(2,5-diazabicyclo[2.2.2]octan-2-yl)-2-(2,4-dioxotetrahydropyrimidin-1(2H)-yl)isoindoline-1,3-dione